N2-[4-(4-methylpiperazinyl)phenyl]pyrimidine-2,4-diamine CN1CCN(CC1)C1=CC=C(C=C1)NC1=NC=CC(=N1)N